OCCOC(C(=C)C)=O methacrylic acid (2-hydroxyethyl) ester